tert-butyl 4-methyl-4-[4-[(2-oxo-1H-benzo[cd]indol-6-yl)methyl]pyrazol-1-yl]piperidine-1-carboxylate CC1(CCN(CC1)C(=O)OC(C)(C)C)N1N=CC(=C1)CC=1C=2C3=C(C(NC3=CC1)=O)C=CC2